2,6-dihydroxy-3-cyano-4-trifluoromethylpyridine N-methylmorpholine salt CN1CCOCC1.OC1=NC(=CC(=C1C#N)C(F)(F)F)O